N-(3,3-difluoro-1-(hydroxymethyl)cyclobutyl)-2-methyl-5-((4-methylthiazol-5-yl)methoxy)benzofuran-3-carboxamide FC1(CC(C1)(CO)NC(=O)C1=C(OC2=C1C=C(C=C2)OCC2=C(N=CS2)C)C)F